ClC=1C(=NC(=NC1)NC1=CC=C(C=C1)N1CCC(CC1)N1CCOCC1)C(=O)O 5-chloro-2-((4-(4-morpholinopiperidin-1-yl)phenyl)amino)pyrimidine-4-carboxylic acid